ClC(C=C)(Cl)Cl 1,1,1-trichloropropene